(5R,8S)-N-(4,5-dichloro-2-fluorophenyl)-1-fluoro-N'-methoxy-6,7,8,9-tetrahydro-5H-5,8-epiminocyclohepta[c]pyridine-10-carboximidamide ClC1=CC(=C(C=C1Cl)NC(=NOC)N1[C@@H]2CC[C@H]1CC=1C(=NC=CC12)F)F